COC(C(C1(N=C(C2=CC=C(C=C12)N1N=CC=C1)OCC)C)C=1C=CC=2C=CC3=CC=CC=C3C2C1)=O Phenanthren-3-yl-2-(3-ethoxy-1-methyl-6-(1H-pyrazol-1-yl)-1H-isoindol-1-yl)acetic acid methyl ester